The molecule is a physalin with antimalarial activity isolated from Physalis angulata. It has a role as an antimalarial. It is an enone, a 6alpha-hydroxy steroid, a lactone, an organic heteroheptacyclic compound and a physalin. C[C@]12C[C@@H]3[C@]4([C@]56[C@H]1C(=O)[C@](O5)([C@@H]7C[C@@H](C8=CC=CC(=O)[C@@]8([C@H]7CC[C@]6(C(=O)O4)O)C)O)OC[C@H]2C(=O)O3)C